CC1=C(CS(=O)(=O)C2=CC3=C(S\C(\C(N3)=O)=C/C3=CC(=C(C=C3)O)[N+](=O)[O-])C=C2)C(=CC=C1)C (Z)-6-((2,6-dimethylbenzyl)sulfonyl)-2-(4-hydroxy-3-nitrobenzylidene)-2H-benzo[b][1,4]thiazin-3(4H)-one